[I-].C(C1=CC=CC=C1)OC(=O)NCC1=[N+](C2=C(N1CC)C=C(C=C2)C(=O)OC(C)(C)C)CC ({[(benzyloxy)carbonyl]amino}methyl)-6-[(tert-butoxy)carbonyl]-1,3-diethyl-1H-1,3-benzodiazol-3-ium iodide